C(C1=CC=CC=C1)N1CCN(CC1)C1=CC=C2C(N(NC2=C1)C1C(NC(CC1)=O)=O)=O 3-(6-(4-Benzylpiperazin-1-yl)-3-oxo-1,3-dihydro-2H-indazol-2-yl)piperidine-2,6-dione